(S)-2-((4-(3-((4-(cyclopropylethynyl)-2-fluorobenzyl)oxy)-4-fluorophenyl)piperazin-1-yl)methyl)-1-(oxetan-2-ylmethyl)-1H-benzo[d]imidazole-6-carboxylic acid C1(CC1)C#CC1=CC(=C(COC=2C=C(C=CC2F)N2CCN(CC2)CC2=NC3=C(N2C[C@H]2OCC2)C=C(C=C3)C(=O)O)C=C1)F